C(CCCC)OC1=CC(=C(C=C1)C(C)C)OCCCCC 1,3-dipentoxy-4-isopropyl-benzene